C(C)OC(=O)[C@H](C)OC(=O)[C@H](C)OC(=O)[C@H](C)OC([C@H](C)O[Si](C1=CC=CC=C1)(C1=CC=CC=C1)C(C)(C)C)=O (S)-2-(tert-Butyl-diphenyl-silanyloxy)-propionic acid (S)-1-[(S)-1-((S)-1-ethoxycarbonyl-ethoxycarbonyl)-ethoxycarbonyl]-ethyl ester